(3S,4S)-8-(5-[(3,8-dichloroimidazo[1,2-a]pyridin-7-yl)sulfinyl]pyrazin-2-yl)-3-methyl-2-oxa-8-azaspiro[4.5]decan-4-amine ClC1=CN=C2N1C=CC(=C2Cl)S(=O)C=2N=CC(=NC2)N2CCC1([C@@H]([C@@H](OC1)C)N)CC2